C(CCC)C1C(=NN(C1(C(=O)NCCOC)C)C1=CC=C(C=C1)C)C1=CC=C(C=C1)F 4-butyl-3-(4-fluorophenyl)-N-(2-methoxyethyl)-5-methyl-1-p-tolyl-4,5-dihydro-1H-pyrazole-5-carboxamide